(S)-4-(1-methyl-1H-indol-5-yl)-2-(2-methylazetidin-1-yl)-6,7-dihydro-5H-cyclopenta[d]pyrimidine CN1C=CC2=CC(=CC=C12)C=1C2=C(N=C(N1)N1[C@H](CC1)C)CCC2